4-((2s,5s)-2,5-dimethyl-4-(3-(trifluoromethyl)phenoxy)piperidin-1-yl)-1-methyl-2-oxo-1,2-dihydropyrido[3,2-d]pyrimidine-6-carbonitrile C[C@@H]1N(C[C@@H](C(C1)OC1=CC(=CC=C1)C(F)(F)F)C)C=1C2=C(N(C(N1)=O)C)C=CC(=N2)C#N